The molecule is an L-polyhomomethionine in which there are four methylene groups between the alpha-carbon and sulfur atoms. It is a L-polyhomomethionine and a dihomomethionine. It is a tautomer of a L-dihomomethionine zwitterion. CSCCCC[C@@H](C(=O)O)N